N-(5-chloro-2-((pyridin-3-yl)methoxy)-4-(3-(1-(3-(3-hydroxypyrrolidin-1-yl)propyl)indoline-4-yl)-2-chlorobenzyloxy)benzyl)-L-serine ClC=1C(=CC(=C(CN[C@@H](CO)C(=O)O)C1)OCC=1C=NC=CC1)OCC1=C(C(=CC=C1)C1=C2CCN(C2=CC=C1)CCCN1CC(CC1)O)Cl